NC1=CC=C(C2=C1OCCO2)N2CCN(CC2)O 8-amino-5-(4-hydroxypiperazin-1-yl)-2,3-dihydro-1,4-benzodioxine